COCCN1N=CC2=C(C=CC=C12)C1=CC2=C(O[C@]3(CN(CC3)C#N)C(N2)=O)N=C1 (R)-7-(1-(2-methoxyethyl)-1H-indazol-4-yl)-2-oxo-1,2-dihydrospiro[pyrido[2,3-b][1,4]oxazine-3,3'-pyrrolidine]-1'-carbonitrile